BrC=1C=C(CN2N=C(C=C2)C(=O)O)C=CC1 1-(3-bromobenzyl)-1H-pyrazole-3-carboxylic acid